CC1=CC=C(OC2C3C=CC(C2)C3)C=C1 5-(p-methylphenoxy)-bicyclo[2.2.1]Hept-2-ene